C(CCCCCCCCCC)C=1N(CCN1)CCO 2-undecyl-N-hydroxyethyl-imidazoline